6-[(2R)-2-amino-3-methylbutyl]-2-chloro-5-fluoro-N-[(pyridin-4-yl)methyl]-7H-pyrrolo[2,3-d]pyrimidin-4-amine dihydrochloride Cl.Cl.N[C@H](CC1=C(C2=C(N=C(N=C2NCC2=CC=NC=C2)Cl)N1)F)C(C)C